NC(C#N)CC=1SC2=C(C1F)C=C(C=C2)C=2C=CC1=C(N(C(O1)=O)C)C2 2-amino-3-[3-fluoro-5-(3-methyl-2-oxo-1,3-benzoxazol-5-yl)-1-benzothiophen-2-yl]propanenitrile